6-(BOC-amino)hexane C(=O)(OC(C)(C)C)NCCCCCC